CN(CC#CC1=CC=C(OC2=C(N=C(S2)CCC)C(=O)O)C=C1)C 4-[3-(dimethylamino)prop-1-ynyl]phenoxy[propyl]thiazole-4-carboxylic acid